[Cl-].[Cl-].C(C)[Zr+2](C=1C(C2=CC=C(C=C2C1)C)C)C1C=CC=C1 ethyl-cyclopentadienyl-(1,5-dimethyl-indenyl)zirconium dichloride